N-[1-[6-[4-(6-chloropyrimidin-4-yl)-2-(methoxymethoxy)phenyl]-1,2,4-triazin-3-yl]pyrrolidin-3-yl]-N-methyl-carbamic acid tert-butyl ester C(C)(C)(C)OC(N(C)C1CN(CC1)C=1N=NC(=CN1)C1=C(C=C(C=C1)C1=NC=NC(=C1)Cl)OCOC)=O